5-(phenylselenomethyl)-3-methylene-5-phenyldihydrofuran-2(3H)-one C1(=CC=CC=C1)[Se]CC1(CC(C(O1)=O)=C)C1=CC=CC=C1